4-((Tert-butyldiphenylsilyl)oxy)-3-methylcyclohex-2-en-1-one [Si](C1=CC=CC=C1)(C1=CC=CC=C1)(C(C)(C)C)OC1C(=CC(CC1)=O)C